C1(CC1)C=1N=NN(C1)[C@H](C(=O)N1[C@@H](C[C@H](C1)O)C(=O)NCC1=CC=C(C=C1)S(=O)(=O)NCC(C)C)C(C)(C)C (2S,4r)-1-[(2S)-2-(4-cyclopropyltriazol-1-yl)-3,3-dimethyl-butyryl]-4-hydroxy-N-[[4-(isobutylaminosulfonyl)phenyl]methyl]pyrrolidine-2-carboxamide